2-((1-(3,6-dimethyl-2-morpholino-4-oxo-3,4-dihydroquinazolin-8-yl)ethyl)amino)benzonitrile CN1C(=NC2=C(C=C(C=C2C1=O)C)C(C)NC1=C(C#N)C=CC=C1)N1CCOCC1